CP([O-])=O.[Ni+2].CP([O-])=O nickel methylphosphinate